NCC(=O)N1CC(C1)CNC(C1=C(C=C(C=C1)NC=1C=2N(C=CN1)C(=CN2)C2=C(C(=C(C=C2)OC)F)F)CC)=O N-[[1-(2-aminoacetyl)azetidin-3-yl]methyl]-4-[[3-(2,3-difluoro-4-methoxy-phenyl)imidazo[1,2-a]pyrazin-8-yl]amino]-2-ethyl-benzamide